2,2'-(propane-2,2-diylbis{[2-(naphthalen-2-yl)-4,1-phenylene]oxy})di(ethan-1-ol) CC(C)(C1=CC(=C(C=C1)OCCO)C1=CC2=CC=CC=C2C=C1)C1=CC(=C(C=C1)OCCO)C1=CC2=CC=CC=C2C=C1